OC(CC(C(=O)OC)=C)C1=C(C=CC=C1)C=1C=NN(C1)C methyl 4-hydroxy-4-(2-(1-methyl-1H-pyrazol-4-yl) phenyl)-2-methylenebutanoate